FC=1C=C(C=CC1COC(\C=C\C1=CC(=C(C=C1)O)OC)=O)OC(\C=C\C1=CC(=C(C=C1)O)OC)=O (E)-3-fluoro-4-((((E)-3-(4-hydroxy-3-methoxyphenyl)acryloyl)oxy)methyl)phenyl-3-(4-hydroxy-3-methoxyphenyl)acrylate